3-[[4-[(2R)-2-amino-3-(1-bicyclo[1.1.1]pentanyl)propoxy]-6-(2,6-dimethylphenyl)pyrimidin-2-yl]sulfamoyl]benzoic acid N[C@@H](COC1=NC(=NC(=C1)C1=C(C=CC=C1C)C)NS(=O)(=O)C=1C=C(C(=O)O)C=CC1)CC12CC(C1)C2